C[C@H]1COC[C@H](N1CC(=O)NC=1C=C(C(=NC1)C)C=1N2C(SC1C=1C=NN(C1)C)=C(C=N2)C(=O)N)C (5-(2-((3S,5R)-3,5-dimethylmorpholino)acetamido)-2-methylpyridin-3-yl)-2-(1-methyl-1H-pyrazol-4-yl)pyrazolo[5,1-b]Thiazole-7-carboxamide